FC1=C(C(=O)N([C@H]2CNCCC2)C2=NC=CC3=CC=CC(=C23)C)C=CC(=C1)NC1=NC=CC(=N1)CO (R)-2-fluoro-4-((4-(hydroxymethyl)pyrimidin-2-yl)amino)-N-(8-methylisoquinolin-1-yl)-N-(piperidin-3-yl)benzamide